N-(5-cyclopropyl-1H-pyrazol-3-yl)-2-(4-(4,4,5,5-tetramethyl-1,3,2-dioxaborolan-2-yl)-3,6-dihydropyridin-1(2H)-yl)quinazolin-4-amine C1(CC1)C1=CC(=NN1)NC1=NC(=NC2=CC=CC=C12)N1CCC(=CC1)B1OC(C(O1)(C)C)(C)C